3-formyl-1H-pyrrolo[2,3-b]pyridine-2-carboxylic acid ethyl ester C(C)OC(=O)C1=C(C=2C(=NC=CC2)N1)C=O